C(=C)[Si](O[Si](C)(C1=CC=CC=C1)C=C)(C)C1=CC=CC=C1 1,3-divinyl-1,3-diphenyl-1,3-dimethyl-disiloxane